ClC1=C(C=C(C=C1)NC(=N)N)CC1=CC=C(C=C1)O[C@H]1COCC1 (R)-1-{4-chloro-3-{4-[(tetrahydrofuran-3-yl)oxy]benzyl}phenyl}guanidine